FC1([C@H]2CC=3C(=NNC3C[C@]21C)C=2NC1=CC=C(C=C1C2)C(=O)N2CCNCC2)F 2-[(4aS,5aR)-5,5-Difluoro-5a-methyl-1H,4H,4aH,6H-cyclopropa[f]indazol-3-yl]-5-(piperazine-1-carbonyl)-1H-indole